BrC1=NN2C(N(CCC2(C)C)C2=CC(=C(C=C2)Cl)F)=C1 bromo-4-(4-chloro-3-fluorophenyl)-7,7-dimethyl-4,5,6,7-tetrahydropyrazolo[1,5-a]pyrimidine